((4-(cis-3-hydroxycyclobutoxy)-1-(4-(trifluoromethoxy)phenyl)-1H-pyrazolo[3,4-b]pyridin-3-yl)methyl)carbamic acid tert-butyl ester C(C)(C)(C)OC(NCC1=NN(C2=NC=CC(=C21)O[C@@H]2C[C@@H](C2)O)C2=CC=C(C=C2)OC(F)(F)F)=O